(S)-6-(1-amino-1,3-dihydrospiro[indene-2,4'-piperidin]-1'-yl)-3-(1-(2-(dimethylamino)pyridin-4-yl)cyclopropyl)-1,5-dihydro-4H-pyrazolo[3,4-d]pyrimidin-4-one N[C@@H]1C2=CC=CC=C2CC12CCN(CC2)C=2NC(C1=C(N2)NN=C1C1(CC1)C1=CC(=NC=C1)N(C)C)=O